C(C1=CC=CC=C1)C1=C(C=CC(=C1)C)CC(CN1CCN(CC1)C)=O 1-(2-benzyl-4-methylphenyl)-3-(4-methylpiperazin-1-yl)propan-2-one